(S)-quinuclidin-3-yl ((R)-5-(4-ethoxy-3-methylphenyl)-6-fluoro-2,2-dimethyl-2,3-dihydro-1H-inden-1-yl)carbamate C(C)OC1=C(C=C(C=C1)C=1C=C2CC([C@H](C2=CC1F)NC(O[C@@H]1CN2CCC1CC2)=O)(C)C)C